5-(3-fluorobenzyl)-N-(1-methyl-6-oxo-1,6-dihydropyridazin-3-yl)picolinamide FC=1C=C(CC=2C=CC(=NC2)C(=O)NC2=NN(C(C=C2)=O)C)C=CC1